1,4-butyrolactone C1CC(=O)OC1